N1CC(C1)NC=1C=CC(=C(C(=O)N[C@H](C)C=2C=C(C=CC2)C2=CC=C(S2)C(=O)O)C1)C (R)-5-(3-(1-(5-(azetidin-3-ylamino)-2-methylbenzamido)ethyl)phenyl)thiophene-2-carboxylic acid